1-(3,4-difluorophenyl)cyclohexane-1,4-diamine FC=1C=C(C=CC1F)C1(CCC(CC1)N)N